methyl ((1R,3r,5S,6r)-3-(6-chloro-1H-indazol-4-yl)-3-hydroxybicyclo[3.1.0]hexan-6-yl)carbamate ClC1=CC(=C2C=NNC2=C1)C1(C[C@H]2C([C@H]2C1)NC(OC)=O)O